ClC1=CC=C2C(=CC(=NC2=C1)N1CCN(CC1)C(CO)=O)N1C=NC=C1 1-(4-(7-chloro-4-(1H-imidazol-1-yl)quinolin-2-yl)piperazin-1-yl)-2-hydroxyethan-1-one